C(C)(C)(C)OC(=O)N1[C@H](CNC[C@@H]1C)CO (2R,6S)-2-(hydroxymethyl)-6-methylpiperazine-1-carboxylic acid tert-butyl ester